C(C)N(C1=CC=C2C=CC(OC2=C1)=O)CC 7-(diethyl-amino)coumarin